1-(4-((5-(3,5-dimethylisoxazol-4-yl)-2-methylphenyl)(piperidin-4-ylmethyl)amino)phenyl)cyclopropane-1-carbonitrile CC1=NOC(=C1C=1C=CC(=C(C1)N(C1=CC=C(C=C1)C1(CC1)C#N)CC1CCNCC1)C)C